C1(CC1)CCC1=C(C2=C(N(C(=N2)OCC)C(=O)N)C=C1)OC (2-Cyclopropylethyl)-2-ethoxy-4-methoxy-1H-benzo[d]imidazole-1-carboxamide